4-{[5-(1-methyl-1H-pyrazol-5-yl)thiophen-2-yl]methyl}-2,4-dihydro-3H-1,2,4-triazol-3-one CN1N=CC=C1C1=CC=C(S1)CN1C(NN=C1)=O